(14S)-17-(4-Aminopyridin-2-yl)-8-tert-butyl-12,12-dimethyl-2λ6-thia-3,9,11,18,23-pentaazatetracyclo[17.3.1.111,14.05,10]tetracosa-1(23),5(10),6,8,19,21-hexaene-2,2,4-trione NC1=CC(=NC=C1)C1CC[C@H]2CC(N(C=3N=C(C=CC3C(NS(C=3C=CC=C(N1)N3)(=O)=O)=O)C(C)(C)C)C2)(C)C